tert-butyl N-methyl-N-[2-[2-[2-[2-[2-[2-[2-[[4-[(2,2,2-trifluoroacetyl)amino]-phenyl]sulfonylamino]ethoxy]ethoxy]ethoxy]ethoxy]ethoxy] ethoxy]ethyl]carbamate CN(C(OC(C)(C)C)=O)CCOCCOCCOCCOCCOCCOCCNS(=O)(=O)C1=CC=C(C=C1)NC(C(F)(F)F)=O